NC1=C2C(=NC=N1)N(N=C2C2=CC=C(C=C2)OC2=CC=CC=C2)C2CCN(CC2)CC2CCN(CC2)CC2CN(C2)C=2C=C1CN(C(C1=CC2)=O)C2C(NC(CC2)=O)=O 3-(5-(3-((4-((4-(4-amino-3-(4-phenoxyphenyl)-1H-pyrazolo[3,4-d]pyrimidin-1-yl)piperidin-1-yl)methyl)piperidin-1-yl)methyl)azetidin-1-yl)-1-oxoisoindolin-2-yl)piperidine-2,6-dione